C1(CC1)C1=NNC(=C1)NC1=CC2=C(C(=NO2)NS(=O)(=O)C2=C(C=C(C=C2OC)C2OCCOC2)OC)C=C1OC N-{6-[(3-cyclopropyl-1H-pyrazol-5-yl)amino]-5-methoxy-1,2-benzoxazol-3-yl}-4-[1,4-dioxan-2-yl]-2,6-dimethoxybenzene-1-sulfonamide